N-[6-[1,5-Bis(fluoromethyl)-8-oxabicyclo[3.2.1]octa-2,6-dien-3-yl]-2-(4,4-dimethylcyclohexen-1-yl)-3-pyridyl]-5-cyano-1H-imidazole-2-carboxamide FCC12C=C(CC(C=C1)(O2)CF)C2=CC=C(C(=N2)C2=CCC(CC2)(C)C)NC(=O)C=2NC(=CN2)C#N